4-[[(6-bromo-2-pyridinyl)amino]methyl]-3-(3-hydroxypropyl)benzonitrile BrC1=CC=CC(=N1)NCC1=C(C=C(C#N)C=C1)CCCO